C(C1=CC=CC=C1)OC(=O)N1[C@H](CC[C@@H](C1)NC=1N=CC2=CC(=NC(=C2C1)NC(C)C)C#N)C (2S,5S)-5-((7-cyano-5-(isopropylamino)-2,6-naphthyridin-3-yl)amino)-2-methylpiperidine-1-carboxylic acid Benzyl ester